C(=O)(OC(C)(C)C)N[C@@H](CC1=CC=C(C=C1)C(N)C(=O)OCC1C2=CC=CC=C2C2=CC=CC=C12)C(=O)O Boc-4-(Fmoc-aminomethyl)-L-phenylalanine